C(=O)NC1=COC2=C(C1=O)C=C(C(=C2)NS(=O)(=O)C)S(=O)C2=CC=CC=C2 N-(3-formamido-4-oxo-6-benzenesulfinyl-4H-7-benzopyranyl)methanesulfonamide